C(#N)C=1N=C(NC1[C@H](CCCCCC(=O)C=1OC=CN1)NC(=O)C1=CN=CS1)C1=CC=C(C=C1)F (S)-N-(1-(4-cyano-2-(4-fluorophenyl)-1H-imidazol-5-yl)-7-(oxazol-2-yl)-7-oxoheptyl)thiazole-5-carboxamide